(S)-N-((R)-(5-fluoro-2-methoxyphenyl)(1-(phenylsulfonyl)-1H-indole-2-yl)methyl)-2-methylpropane-2-sulfinamide FC=1C=CC(=C(C1)[C@@H](N[S@@](=O)C(C)(C)C)C=1N(C2=CC=CC=C2C1)S(=O)(=O)C1=CC=CC=C1)OC